ethoxytrimethylolpropane triacetate C(C)(=O)O.C(C)(=O)O.C(C)(=O)O.C(C)OC(C(CO)(CO)CO)C